L-Alanyl-L-1-aminoethylphosphonic acid CC(C(=O)NC(C)P(=O)(O)O)N